FC1=C(CN2CC3(CC2(C)C)CCN(CC3)C(=O)OC(C(F)(F)F)C(F)(F)F)C=CC=C1CN1CCOCC1 1,1,1,3,3,3-Hexafluoropropan-2-yl 2-(2-fluoro-3-(morpholinylmethyl) benzyl)-3,3-dimethyl-2,8-diazaspiro[4.5]decane-8-carboxylate